O=C1NC(CCC1C=1C=C(C=NC1)CN1CCC(CC1)C1=CC(=C(C=C1C)NC1=NC=C(C(=C1)NC1=C(C(=O)NC)C=CC=C1)C(F)(F)F)OC(C)C)=O 2-((2-((4-(1-((5-(2,6-dioxopiperidin-3-yl)pyridin-3-yl)methyl)piperidin-4-yl)-2-isopropoxy-5-methylphenyl)amino)-5-(trifluoromethyl)pyridin-4-yl)amino)-N-methylbenzamide